C1(CC1)N1N=CC(=C1F)N(S(=O)=O)NC1CN(CCC1)C N-(1-Cyclopropyl-5-fluoro-1H-pyrazol-4-yl)-N-(1-methylpiperidin-3-yl)amino-sulfonamide